C(C1=CC=CC=C1)OC(=O)NC(C(=O)OCC1=CC=CC=C1)CNC(=O)C1=CC2=NC=CC(=C2S1)C(F)F Benzyl 2-(((benzyloxy)carbonyl)amino)-3-(7-(difluoromethyl)thieno[3,2-b]pyridine-2-carboxamido)propanoate